C(#N)C1=C(N=C2N(C1=O)C=C(C=C2[C@@H](C)NC2=C(C(=O)O)C=CC=C2)C)NCC(C(F)(F)F)C 2-(((1R)-1-(3-cyano-7-methyl-4-oxo-2-((3,3,3-trifluoro-2-methylpropyl)amino)-4H-pyrido[1,2-a]pyrimidin-9-yl)ethyl)amino)benzoic acid